m-(1-hydroxy-1,2-dihydro-2,3,1-benzodiazaborinin-2-yl)benzonitrile OB1N(N=CC2=C1C=CC=C2)C=2C=C(C#N)C=CC2